(4-(2-(4-chloro-3-fluorophenoxy)acetamido)bicyclo[2.2.2]oct-1-yl)carbamic acid tert-butyl ester C(C)(C)(C)OC(NC12CCC(CC1)(CC2)NC(COC2=CC(=C(C=C2)Cl)F)=O)=O